2-ethyl-1H-indole phosphate P(=O)(O)(O)O.C(C)C=1NC2=CC=CC=C2C1